NCCC1=CC=C(C=C1)NC(C1=C(C=C(C=C1)C=1CCNCC1)F)=O N-[4-(2-amino-ethyl)-phenyl]-2-fluoro-4-(1,2,3,6-tetrahydro-pyridin-4-yl)-benzamide